C(C)(C)(C)C1=CC=C(C=C1)N(C(C(=C)Cl)=O)C(C(=O)NC1CCCCC1)C=1C=NC=CC1 N-(4-(tert-butyl)phenyl)-2-chloro-N-(2-(cyclohexylamino)-2-oxo-1-(pyridin-3-yl)ethyl)acrylamide